6-((4-((2-cyclopropyl-4-phenyloxazol-5-yl)oxy)pyridin-2-yl)amino)nicotinamide C1(CC1)C=1OC(=C(N1)C1=CC=CC=C1)OC1=CC(=NC=C1)NC1=NC=C(C(=O)N)C=C1